O=C1CN(C2(CC2)CC1)C(=O)OCC1=CC=CC=C1 benzyl 6-oxo-4-azaspiro[2.5]octane-4-carboxylate